[[amino-[3-chloro-4-[(4-chlorophenyl)methoxy]phenyl]methylidene]amino]5-nitrofuran-2-carboxylate NC(C1=CC(=C(C=C1)OCC1=CC=C(C=C1)Cl)Cl)=NC1=C(OC(=C1)[N+](=O)[O-])C(=O)[O-]